4-(bromomethyl)-2,1,3-benzothiadiazole BrCC1=CC=CC2=NSN=C21